N2-(2-Ethoxy-4-(4-methyl-4H-1,2,4-triazol-3-yl)phenyl)-6-methyl-N8-neopentylpyrido[3,4-d]pyrimidine-2,8-diamine C(C)OC1=C(C=CC(=C1)C1=NN=CN1C)NC=1N=CC2=C(N1)C(=NC(=C2)C)NCC(C)(C)C